(R)-3-(8-((1r,4R)-4-(4-(4-(3-amino-6-(2-hydroxyphenyl)pyridazin-4-yl)-2H-1,2,3-triazol-2-yl)piperidin-1-yl)cyclohexyl)-2,3-dihydro-4H-benzo[b][1,4]oxazin-4-yl)piperidine-2,6-dione NC=1N=NC(=CC1C1=NN(N=C1)C1CCN(CC1)C1CCC(CC1)C1=CC=CC2=C1OCCN2[C@H]2C(NC(CC2)=O)=O)C2=C(C=CC=C2)O